NCCC[Si](OCC)(OCC)C(C)C 3-aminopropyl-isopropyldiethoxysilane